ClC=1C(=NC(=NC1)NC1=C(C=C(C=C1)N(C)CCN(C)C)OC)C1=CN(C2=CC=CC=C12)CC=1C(=C(C=O)C=CC1)OCC1=CC=C(C=C1)OC 3-[(3-{5-chloro-2-[(4-{[2-(dimethylamino)ethyl](methyl)amino}-2-methoxyphenyl)amino]pyrimidin-4-yl}indol-1-yl)methyl]-2-[(4-methoxyphenyl)methoxy]benzaldehyde